4-cyclohexanedimethanol C1(CCC(CC1)CO)CO